ClC1=C(C=CC(=C1)Cl)[C@@H](C)NC=1C=2C(N=C(N1)N1CC(C1)[C@H]1CN(CCO1)C)=CN(N2)C N-[(1R)-1-(2,4-dichlorophenyl)ethyl]-2-methyl-5-{3-[(2S)-4-methylmorpholin-2-yl]azetidin-1-yl}pyrazolo[4,3-d]pyrimidin-7-amine